4-amino-8-(5-fluoro-2-(2-methoxyethoxy)pyrimidin-4-yl)-2-oxo-N-propyl-1,2-dihydroquinoline-3-carboxamide NC1=C(C(NC2=C(C=CC=C12)C1=NC(=NC=C1F)OCCOC)=O)C(=O)NCCC